tris(4-(4-(thiophen-2-yl)butoxy)phenyl)methane S1C(=CC=C1)CCCCOC1=CC=C(C=C1)C(C1=CC=C(C=C1)OCCCCC=1SC=CC1)C1=CC=C(C=C1)OCCCCC=1SC=CC1